tertbutyl (S)-(pyrrolidin-2-ylmethyl)carbamate N1[C@@H](CCC1)CNC(OC(C)(C)C)=O